C1(CC1)C=1N=C(C=2C=C3C(=C(C2C1)S(=O)(=O)NCC(C)(C)F)CC(C3)NC=3C=NC(=CC3)C3(COC3)O)OC 3-cyclopropyl-N-(2-fluoro-2-methylpropyl)-7-[[6-(3-hydroxyoxetan-3-yl)pyridin-3-yl]amino]-1-methoxy-7,8-dihydro-6H-cyclopenta[g]isoquinoline-5-sulfonamide